((7-(but-2-yn-1-yl)-8-(3-((tert-butoxycarbonyl)amino)piperidin-1-yl)-3-methyl-2,6-dioxo-2,3,6,7-tetrahydro-1H-purin-1-yl)methyl)-6-fluoronicotinic acid C(C#CC)N1C(=NC=2N(C(N(C(C12)=O)CC1=C(C(=O)O)C=CC(=N1)F)=O)C)N1CC(CCC1)NC(=O)OC(C)(C)C